C(C1=CC=CC=C1)ON[C@@H](CCCCN)C(=O)O benzyloxy-L-lysine